cis-8-dimethylamino-3-(5-fluoro-pyrimidin-4-yl)-8-phenyl-1,3-diazaspiro[4.5]decan-2-one CN(C1(CCC2(CN(C(N2)=O)C2=NC=NC=C2F)CC1)C1=CC=CC=C1)C